ClC=1C=CC(=NC1)N1C2=NC(=NC(=C2N=C1)N/N=C/C1=CC(=CC=C1)C)N1CCOCC1 (E)-4-(9-(5-chloropyridin-2-yl)-6-(2-(3-methylbenzylidene)hydrazinyl)-9H-purin-2-yl)morpholine